[Si]([O-])([O-])([O-])O.[Na+].[Na+].[Na+] trisodium silicate salt